(S)-2,4-dichloro-N-(2-(dimethylamino)-3-(1H-indazol-5-yl)propyl)benzamide ethyl-2-(1,3-benzodioxol-5-ylcarbonyl)-3-(phenylamino)prop-2-enoate C(C)OC(C(=CNC1=CC=CC=C1)C(=O)C1=CC2=C(OCO2)C=C1)=O.ClC1=C(C(=O)NC[C@H](CC=2C=C3C=NNC3=CC2)N(C)C)C=CC(=C1)Cl